5-Fluoro-6-(2-methoxyethoxy)-3-[3-(4-{1H,2H,3H-pyrrolo[3,4-c]pyridine-2-carbonyl}phenyl)-1,2-oxazol-5-yl]-1H-indazole FC=1C=C2C(=NNC2=CC1OCCOC)C1=CC(=NO1)C1=CC=C(C=C1)C(=O)N1CC=2C=NC=CC2C1